tetramethyl (1S,6S,11S,16S)-1-amino-28-((2-(2,6-dioxopiperidin-3-yl)-1,3-dioxoisoindolin-4-yl)amino)-4,9,14,19-tetraoxo-5,10,15,20-tetraazaoctacosane-1,6,11,16-tetracarboxylate N[C@@H](CCC(N[C@@H](CCC(N[C@@H](CCC(N[C@@H](CCC(NCCCCCCCCNC1=C2C(N(C(C2=CC=C1)=O)C1C(NC(CC1)=O)=O)=O)=O)C(=O)OC)=O)C(=O)OC)=O)C(=O)OC)=O)C(=O)OC